ClC1=C(C=CC(=C1)F)CN(C(=O)NCC1=CC=C(C=C1)OC(C)C)C1CCN(CC1)C 1-[(2-chloro-4-fluorophenyl)methyl]-1-(1-methylpiperidin-4-yl)-3-{[4-(propane-2-yloxy)phenyl]methyl}urea